C(C)(C)NC(=O)C1=CC=CC(=N1)C1=NC=CC=C1 N-isopropyl-2,2'-bipyridine-6-carboxamide